tert-butyl N-[6-(4-ethyl-3-pyridyl)-3-[[cis-2-fluorocyclopropanecarbonyl] amino]cinnolin-8-yl]carbamate C(C)C1=C(C=NC=C1)C=1C=C2C=C(N=NC2=C(C1)NC(OC(C)(C)C)=O)NC(=O)[C@H]1[C@H](C1)F